ClC1=C2CCC(N3C2=C(C=C1OCCCCN1CCC(CC1)C1=NOC2=C1C=CC(=C2)F)CC3)=O 7-chloro-8-(4-(4-(6-fluorobenzo[d]isoxazol-3-yl)piperidin-1-yl)butoxy)-5,6-dihydro-1H-pyrrolo[3,2,1-ij]quinolin-4(2H)-one